C(C)(C)(C)OC(=O)N1CCC(=CC1)C1=CC(=C(C=C1)NC(C1=CC=C(C=C1)C(NC1=CC=C(C=C1)CNC(=O)OC(C)(C)C)=O)=O)OC 4-(4-{4-[4-(tert-butoxycarbonylamino-methyl)-phenylcarbamoyl]-benzoylamino}-3-methoxy-phenyl)-3,6-dihydro-2H-pyridine-1-carboxylic acid tert-butyl ester